5-((4-bromo-6,7-difluoro-1H-indol-5-yl)thio)-2-fluorobenzonitrile BrC1=C2C=CNC2=C(C(=C1SC=1C=CC(=C(C#N)C1)F)F)F